4-(4-Phenylthiazol-2-yl)piperazine-1-carboxylic acid tert-butyl ester C(C)(C)(C)OC(=O)N1CCN(CC1)C=1SC=C(N1)C1=CC=CC=C1